N-(2-bromo-4-(perfluoropropan-2-yl)-6-(trifluoromethyl)phenyl)-2-fluoro-3-(4-fluoro-N-(2-methoxyethyl)benzamido)benzamide BrC1=C(C(=CC(=C1)C(C(F)(F)F)(C(F)(F)F)F)C(F)(F)F)NC(C1=C(C(=CC=C1)N(C(C1=CC=C(C=C1)F)=O)CCOC)F)=O